BrC=1C=C(C=CC1)NC(=O)NC1=C(C=CC(=C1)Cl)C(=O)NN 1-(3-bromophenyl)-3-(5-chloro-2-hydrazinocarbonylphenyl)-urea